C(C)OC(=O)C1=CNC2=CC=C(C=C12)OS(=O)(=O)CC1=CC=CC=C1 3-ethoxyformyl-5-(toluenesulfonyloxy)-1H-indole